O[C@]1(CN(CCC1)C1=CC2=C(C=CC=N2)N1)C ((R)-3-hydroxy-3-methylpiperidin-1-yl)pyrrolopyridin